(Z)-2-vinylthio-oxadiazole C(=C)SN1OC=CN1